3-(2-bromo-4-methyl-6-oxo-1,6-dihydropyridin-3-yl)-1-(4-fluoro-2-methylphenyl)-7-(trifluoromethyl)-2,3-dihydroquinazolin-4(1H)-one BrC=1NC(C=C(C1N1CN(C2=CC(=CC=C2C1=O)C(F)(F)F)C1=C(C=C(C=C1)F)C)C)=O